CCCCCC1=CC=C(C=C1)C(=O)C 4'-n-pentylacetophenone